C(CCCCC\C=C/CCCC)CC(=O)[O-] (Z)-7-dodecen-1-ylacetate